2,6-dimethoxy-N-(4-methoxy-6-(6-(4-propioloylpiperazin-1-yl)pyridin-2-yl)benzo[d]isoxazol-3-yl)benzenesulfonamide COC1=C(C(=CC=C1)OC)S(=O)(=O)NC1=NOC2=C1C(=CC(=C2)C2=NC(=CC=C2)N2CCN(CC2)C(C#C)=O)OC